C1(=CC=CC2=CC=CC=C12)C=1C=C(C=CC1)NC1=CC=C(C=C1)C1=CC=C(C=C1)C1=CC=CC=C1 N-[3-(1-naphthalenyl)phenyl][1,1':4',1''-terphenyl]-4-amine